BrC=1C=C2C=NN(C2=CC1)C 5-bromo-1-methylindazole